(dimethyl(trimethylsiloxy)silyl)oxy-[3-[(3-ethyloxetan-3-yl)methoxy]propyl]-dimethylsilane C[Si](O[Si](C)(C)CCCOCC1(COC1)CC)(O[Si](C)(C)C)C